ClC=1C=C(C=CC1C1C(NC(CC1)=O)=O)N1CCN(CC1)CC12OCC(CC1)(CC2)NC(OC(C)(C)C)=O Tert-butyl N-[1-[[4-[3-chloro-4-(2,6-dioxo-3-piperidyl)phenyl]piperazin-1-yl]methyl]-2-oxabicyclo[2.2.2]octan-4-yl]carbamate